(R)-1-HYDROXY-N,N-BIS(4-METHOXYBENZYL)-3-((S)-TETRAHYDROFURAN-2-YL)PROPANE-2-SULFONAMIDE OC[C@@H](C[C@H]1OCCC1)S(=O)(=O)N(CC1=CC=C(C=C1)OC)CC1=CC=C(C=C1)OC